C(C)(C)(C)OC(=O)NC1CCC(CC1)N1CCN(CC1)C(=O)OCC1=CC=CC=C1 1-Benzyl 4-[4-(tert-butoxycarbonylamino)cyclohexyl]piperazine-1-carboxylate